Boc-l-aspartic acid 4-allyl ester C(C=C)OC(C[C@H](NC(=O)OC(C)(C)C)C(=O)O)=O